(4-vinylbenzyl)-3H-imidazol-1-ium acetate C(C)(=O)[O-].C(=C)C1=CC=C(C[N+]2=CNC=C2)C=C1